BrC1=C(C(=C(C=C1)N(C(OC(C)(C)C)=O)C(=O)OC(C)(C)C)[N+](=O)[O-])NCC(F)F tert-butyl (4-bromo-3-((2,2-difluoroethyl)amino)-2-nitrophenyl)(tert-butoxycarbonyl)carbamate